CC1=CN(C(=O)N=C1N)[C@@H]2[C@@H]([C@H]([C@@H](O2)CO)O)[18F] 1-(2'-deoxy-2'-18F-fluoro-β-L-arabinofuranosyl)-5-methylcytosine